FC(C(=O)O)(F)F.C1(=CC=CC=C1)CC(=O)N 2-phenylacetamide trifluoroacetate